N-((3s,5s)-1-((3s,4r)-1-(tert-butyl)-4-(4-chlorophenyl)pyrrolidin-3-carbonyl)-5-(morpholine-4-carbonyl)pyrrolidin-3-yl)-N-((1s,4r)-4-methylcyclohexyl)isobutyramide hydrochloride Cl.C(C)(C)(C)N1C[C@H]([C@@H](C1)C1=CC=C(C=C1)Cl)C(=O)N1C[C@H](C[C@H]1C(=O)N1CCOCC1)N(C(C(C)C)=O)C1CCC(CC1)C